5-[[2-[(2S,5S)-4,4-difluoro-5-methyl-2-(6-methyl-3-pyridyl)-1-piperidyl]-2-oxo-acetyl]amino]-2-methoxy-pyridine-3-carboxamide FC1(C[C@H](N(C[C@@H]1C)C(C(=O)NC=1C=C(C(=NC1)OC)C(=O)N)=O)C=1C=NC(=CC1)C)F